tert-butyl N-[4-[5-[4-(benzylcarbamoylamino)-2-(tert-butylsulfamoyl)phenyl]thiazol-2-yl]cyclohexyl]carbamate C(C1=CC=CC=C1)NC(=O)NC1=CC(=C(C=C1)C1=CN=C(S1)C1CCC(CC1)NC(OC(C)(C)C)=O)S(NC(C)(C)C)(=O)=O